2-[5-(difluoromethyl)pyrazol-1-yl]-5-(2,5-dimethylpyrrol-1-yl)-1,3,4-thiadiazole FC(C1=CC=NN1C=1SC(=NN1)N1C(=CC=C1C)C)F